C(C)OC(=O)C1=C(N=C(S1)NC1=NC(=CC(=N1)NCC1OCCC1)NCC1=CC=C(C=C1)C1=NN=NN1)C 4-methyl-2-[4-[(tetrahydro-furan-2-ylmethyl)-amino]-6-[4-(1H-tetrazol-5-yl)-benzylamino]-pyrimidin-2-ylamino]-thiazole-5-carboxylic acid ethyl ester